IC=1C=CC(=C(C1)CC1=CC=C(C=C1)OCCOC1CC1)Cl (5-iodo-2-chlorophenyl)[4-(2-cyclopropyloxyethoxy)phenyl]methane